(4-cyclopentyl-4H-1,2,4-triazol-3-yl)pyridin-2-amine C1(CCCC1)N1C(=NN=C1)C=1C(=NC=CC1)N